C(C)OP(OCC)(=O)C(CCC)O 1-hydroxybutyl-phosphonic acid diethyl ester